OC=1C(=C(C(=NC1C)NC(=O)C=1OC2=C(C1C)C=CC=C2)C)C N-(5-Hydroxy-3,4,6-trimethylpyridin-2-yl)-3-methylbenzofuran-2-carboxamid